C1(=CC=CC=C1)C1=C(N=C2N1CCCC1=C2C=NC=C1)C1=CC=C(CN2CCC(CC2)NC2=NC(=NC=C2)C#N)C=C1 4-((1-(4-(3-Phenyl-6,7-dihydro-5H-imidazo[1,2-a]pyrido[3,4-c]azepin-2-yl)benzyl)piperidin-4-yl)amino)pyrimidine-2-carbonitrile